C(C=C)(=O)OC(CC)(O)OC(C=C)=O bis(acryloyloxy)propanol